[Cl-].C(CCCCCCC\C=C/CCCCCCCC)(=O)C(C[N+](C)(C)C)CC(CCCCCCC\C=C/CCCCCCCC)=O (2,3-dioleoyl-propyl)-trimethylammonium chloride